BrC1=NN2C(N(C3=C(C2=O)CN(C3=O)C(C)C)CC(=O)NC3=NC=C(C=C3)F)=C1 2-[2-bromo-5,8-dioxo-6-(propan-2-yl)-5,6,7,8-tetrahydro-4H-pyrazolo[1,5-a]pyrrolo[3,4-d]pyrimidin-4-yl]-N-(5-fluoropyridin-2-yl)acetamide